6-thio-guanoSine [C@@H]1([C@H](O)[C@H](O)[C@@H](CO)O1)N1C=NC=2C(=S)NC(N)=NC12